COC1=CC=C(C=C1)C#CC 1-methoxy-4-(1-propynyl)benzene